5-hexyloxythiophene C(CCCCC)OC1=CC=CS1